C(C1=CC=CC=C1)OC1=C(C(=C2C[C@@H](N(C2=C1)C(=O)OC(C)(C)C)CN(CCC1COC1)C(=O)OC(C)(C)C)F)N1S(NC(C1)=O)(=O)=O tert-butyl (2R)-6-(benzyloxy)-2-({(tert-butoxycarbonyl)[2-(oxetan-3-yl)ethyl]amino}methyl)-4-fluoro-5-(1,1,4-trioxo-1λ6,2,5-thiadiazolidin-2-yl)-2,3-dihydro-1H-indole-1-carboxylate